CC(CCN)N (methyl)-1,3-propanediamine